4-(2-methoxypyridin-4-yl)-N-(4-(methylsulfonyl)-3-(trifluoromethyl)phenyl)thiazol-2-amine COC1=NC=CC(=C1)C=1N=C(SC1)NC1=CC(=C(C=C1)S(=O)(=O)C)C(F)(F)F